C(CC)N(CCC1=CNC2=CC=C(C=C12)OC1OC(C(C(C1O)O)O)C)CCC 2-((3-(2-(dipropylamino)ethyl)-1H-indol-5-yl)oxy)-6-methyltetrahydro-2H-pyran-3,4,5-triol